(R)-N-((1-((6-(trifluoromethyl)pyridin-3-yl)methyl)-1H-pyrazol-4-yl)methyl)-7a,8,10,11-Tetrahydro-7H-[1,4]oxazino[3,4-h]pyrrolo[3,2,1-de]pteridine-2-amine FC(C1=CC=C(C=N1)CN1N=CC(=C1)CNC1=NC=2N3[C@H](CN4C2C(=N1)C=C4)COCC3)(F)F